4-hydroxy-3-methoxybenzoic acid OC1=C(C=C(C(=O)O)C=C1)OC